S1C(=NC2=C1C=CC=C2)C(CC2=CC(=CC=C2)C#N)NS(=O)(=O)C=2C=C(NC(CN(C(OC(C)(C)C)=O)C)=O)C=CC2 tert-butyl N-[2-[3-[[1-(1,3-benzothiazol-2-yl)-2-(3-cyanophenyl)ethyl]sulfamoyl]anilino]-2-oxo-ethyl]-N-methyl-carbamate